C1(CCCC1)C1=NC=C(C(=N1)OC1=C(C=CC=C1)C)C(=O)NC(C)C=CS(=O)(=O)C 2-cyclopentyl-N-(4-(methylsulfonyl)but-3-en-2-yl)-4-(o-tolyloxy)pyrimidine-5-carboxamide